tert-Butyl N-tert-butoxycarbonyl-N-[2-fluoro-3-[(4-fluorophenyl)methylamino]-6-nitro-phenyl]carbamate C(C)(C)(C)OC(=O)N(C(OC(C)(C)C)=O)C1=C(C(=CC=C1[N+](=O)[O-])NCC1=CC=C(C=C1)F)F